3-(Ethoxycarbonyl)-8-hydroxy-5-oxo-1,3,4,5-tetrahydro-2H-chromeno[3,4-c]pyridine-7-carboxylic acid C(C)OC(=O)N1CC2=C(CC1)C1=CC=C(C(=C1OC2=O)C(=O)O)O